2-(1-(4-amino-3-(4-methoxy-3-methylphenyl)-1H-pyrazolo[3,4-d]pyrimidin-1-yl)propyl)-3-cyclopropyl-5-fluoroquinazolin-4(3H)-one NC1=C2C(=NC=N1)N(N=C2C2=CC(=C(C=C2)OC)C)C(CC)C2=NC1=CC=CC(=C1C(N2C2CC2)=O)F